4,6-dichloro-2-propylsulfanyl-5-aminopyridine ClC1=CC(=NC(=C1N)Cl)SCCC